N1(N=CC=C1)CCCO 3-(pyrazol-1-yl)propan-1-ol